2-(2-chlorophenyl)-N-(5-sulfamoyl-2-(5-(trifluoromethyl)pyridin-2-yl)-1,2,3,4-tetrahydroisoquinolin-7-yl)acetamide ClC1=C(C=CC=C1)CC(=O)NC1=CC(=C2CCN(CC2=C1)C1=NC=C(C=C1)C(F)(F)F)S(N)(=O)=O